ClC1=C(C=C(C=N1)C=1C(=NC(=NC1)NC=1C=NN(C1)C)OC=1C=C(C=CC1)NC(C=C)=O)C N-(3-((5-(6-chloro-5-methylpyridin-3-yl)-2-((1-methyl-1H-pyrazol-4-yl)amino)pyrimidin-4-yl)oxy)phenyl)acrylamide